FC([C@@]12N(C=3C(=NN=C(C3)C3=C(C(=CC=C3)F)OC)NC1)C[C@@H](C2)OC2=C(C=C(C=N2)CO)OC)F (6-(((6aS,8R)-6a-(difluoromethyl)-2-(3-fluoro-2-methoxyphenyl)-5,6,6a,7,8,9-hexahydropyrrolo[1',2':4,5]pyrazino[2,3-c]pyridazin-8-yl)oxy)-5-methoxypyridin-3-yl)methanol